glycyl-amide NCC(=O)[NH-]